5-bromo-1-((1-isobutyl-3-methyl-1H-pyrazol-4-yl)methyl)-1H-1,2,4-triazole BrC1=NC=NN1CC=1C(=NN(C1)CC(C)C)C